1-hydroxynon-4,6,8-trien-3-one OCCC(C=CC=CC=C)=O